BrC1=CC=C(C=C1)C=1N=NN(N1)CC=1C=C(N(N1)C1CC1)C(=O)NC1=C(C=C(C=C1Cl)Cl)C(N)=O 5-[[5-(4-bromophenyl)tetrazol-2-yl]methyl]-N-(2-carbamoyl-4,6-dichloro-phenyl)-2-cyclopropyl-pyrazole-3-carboxamide